4-(4-(difluoromethoxy)phenyl)-6-(1-(difluoromethyl)-6-oxo-1,6-dihydropyridin-3-yl)-2-Ethoxythiazolo[4,5-b]pyridin-5(4H)-one FC(OC1=CC=C(C=C1)N1C2=C(C=C(C1=O)C1=CN(C(C=C1)=O)C(F)F)SC(=N2)OCC)F